pentanoic acid (5-fluoro-pyridin-2-yl)-amide FC=1C=CC(=NC1)NC(CCCC)=O